C(C)(C)(C)N1CC(CCC1)C1=CC(=C(C(=C1)O)N1S(NC(C1)=O)(=O)=O)F tert-butyl-3-[3-fluoro-5-hydroxy-4-(1,1,4-trioxo-1,2,5-thiadiazolidin-2-yl)phenyl]piperidine